FC(C1OCC(OC1)COC1=CC=C(C=C1)C=1C=C(C(NC1C(F)(F)F)=O)C(=O)N)F 5-(4-((5-(Difluoromethyl)-1,4-dioxan-2-yl)methoxy)phenyl)-2-oxo-6-(trifluoromethyl)-1,2-dihydropyridin-3-carboxamide